ClC1=C(C=CC(=C1)C(F)(F)F)NC(=O)C1(CCC1)N1N=CC2=C1CN(C2)C2CN(C2)C=2C=C1C(N(C(C1=CC2)=O)C2C(NC(CC2)=O)=O)=O N-(2-Chloro-4-(trifluoromethyl)phenyl)-1-(5-(1-(2-(2,6-dioxopiperidin-3-yl)-1,3-Dioxoisoindoline-5-yl)azetidin-3-yl)-5,6-dihydropyrrolo[3,4-c]pyrazol-1(4H)-yl)cyclobutane-1-formamide